FC1=C(C=C(C=C1C)N[C@@H](C(=O)NO)CCCCN[C@H](CO)C1=NC=C(C=C1)F)C (R)-2-((4-fluoro-3,5-dimethylphenyl)amino)-6-(((S)-1-(5-fluoropyridin-2-yl)-2-hydroxyethyl)amino)-N-hydroxyhexanamide